C(CCCCC)C=1SC2=C(N1)C=CC=C2 2-n-hexyl-1,3-benzothiazole